3-(6,8-dihydro-5H-imidazo[5,1-c][1,4]oxazin-3-yl)-6-methoxy-1-(4-(morpholinomethyl)phenyl)-1,4-dihydrothiochromeno[4,3-c]pyrazole 5,5-dioxide C=1N=C(N2C1COCC2)C=2C1=C(N(N2)C2=CC=C(C=C2)CN2CCOCC2)C=2C=CC=C(C2S(C1)(=O)=O)OC